C(#N)C(C)(C)C1=CNC2=NC=C(C=C21)C=2C=C1CCOCC1=C(C2)[C@H]2N(CCC2)C(=O)OC(C)(C)C tert-butyl (2S)-2-(6-(3-(2-cyanopropan-2-yl)-1H-pyrrolo[2,3-b]pyridin-5-yl)isochroman-8-yl)pyrrolidine-1-carboxylate